4-((2,6-difluoro-4-(1-methyl-5-oxo-1,5-dihydro-4H-1,2,4-triazol-4-yl)benzyl)oxy)phenyl sulfurofluoridate S(OC1=CC=C(C=C1)OCC1=C(C=C(C=C1F)N1C=NN(C1=O)C)F)(=O)(=O)F